C(=O)O.N1C=NC(=C1)CCNC(CC(=O)NCCC=1N=CNC1)=O N,N'-bis[2-(1H-imidazol-4-yl)ethyl]propanediamide formate